O(C1=CC=CC=C1)C1=CC=C(C=C1)C1=NN(C2=NC=NC=C21)C2CN(C2)C(C=C)=O 1-(3-(3-(4-phenoxyphenyl)-1H-pyrazolo[3,4-d]pyrimidin-1-yl)azetidin-1-yl)propan-2-en-1-one